N1C(=CC2=CC=CC=C12)C(CC=1NC2=CC=CC=C2C1)OCCCN(C)C 1,2-diindolylethoxy-3-dimethylaminopropane